C(C1=CC=CC=C1)C1CCOC2=CC(=C(C=C12)Cl)F 4-benzyl-6-chloro-7-fluorochroman